FC(COC=1C=C2CCN3[C@H](C2=CC1OC)C[C@H]([C@H](C3)CC(C)(C)C)O)(C)F (2R,3S,11bS)-9-(2,2-difluoropropoxy)-3-(2,2-dimethylpropyl)-10-methoxy-1H,2H,3H,4H,6H,7H,11bH-pyrido[2,1-a]isoquinolin-2-ol